CC1OCCC1=O 2-methyltetrahydrofuran-3-one